[Si].[Ti].[Fe].ClC1=C(OCC2=NC=CC(=C2)OC2CCNCC2)C=CC(=C1)F ((2-chloro-4-fluorophenoxy)methyl)-4-(piperidin-4-yloxy)pyridine iron-titanium-silicon